C(C)OC(CC(C(=O)C1=NC2=CC(=CC=C2C(=C1OCC1=CC=CC=C1)C#N)Br)(C(=O)OC(C)(C)C)C(=O)OC(C)(C)C)=O 4-(3-benzyloxy-7-bromo-4-cyano-quinolin-2-yl)-3,3-bis-tert-butoxycarbonyl-4-oxo-butyric acid ethyl ester